4-(4-(((tetrahydro-2H-pyran-2-yl)oxy)methyl)piperidin-1-yl)phenol O1C(CCCC1)OCC1CCN(CC1)C1=CC=C(C=C1)O